BrC1=C(OCC=2CCN(CC2)C(=O)OC(C)(C)C)C=C(C=C1)N1C(NC(CC1)=O)=O tert-butyl 4-((2-bromo-5-(2,4-dioxotetrahydropyrimidin-1(2H)-yl)phenoxy)methyl)-3,6-dihydropyridine-1(2H)-carboxylate